2-(6-(((R)-1-(3-(difluoromethyl)-2-fluorophenyl)ethyl)amino)-5-(1,3-dioxolane-2-yl)-2-methoxypyrimidin-4-yl)-N-(1-methyl-1H-pyrazol-4-yl)propanamide FC(C=1C(=C(C=CC1)[C@@H](C)NC1=C(C(=NC(=N1)OC)C(C(=O)NC=1C=NN(C1)C)C)C1OCCO1)F)F